FC(COC1=C(C=CC=C1)C=1C(C(=CN(N1)[C@H]1COCC1)C(=O)NC=1C=NC(=CC1)C(C(F)F)(C(F)F)O)=O)F |r| rac-6-[2-(2,2-difluoroethoxy)phenyl]-5-oxo-2-(oxolan-3-yl)-N-[6-(1,1,3,3-tetrafluoro-2-hydroxypropan-2-yl)pyridin-3-yl]-2,5-dihydropyridazine-4-carboxamide